(2-(1H-pyrazolo[3,4-b]pyridin-1-yl)pyridin-4-yl)-5-(trifluoromethyl)-1,2,4-oxadiazole N1(N=CC=2C1=NC=CC2)C2=NC=CC(=C2)C2=NOC(=N2)C(F)(F)F